[S+]1=CC=CC=C1.[S+]1=CC=CC=C1 thiopyranium (thiopyrylium) salt